OCC[C@H](C)N1N=C(C=2C=NC(=CC21)NC2=NC(=NC=C2)C2=C(N(N=C2)C)O)C2=CC(=CC=C2)OCCN2CCOCC2 4-[4-[[1-[(1S)-3-hydroxy-1-methyl-propyl]-3-[3-(2-morpholinoethoxy)-phenyl]pyrazolo[4,3-c]pyridin-6-yl]amino]pyrimidin-2-yl]-2-methyl-pyrazol-3-ol